ClC1=C(C=C(C=C1)C(=O)N1CCC2(CC1)CCNCC2)N2C(NC(CC2)=O)=O 1-(2-Chloro-5-(3,9-diazaspiro[5.5]undecane-3-carbonyl)phenyl)dihydropyrimidine-2,4(1H,3H)-dione